(R)-2-((1-(2-cyano-3-(4,4-difluoro-[1,4'-bipiperidin]-1'-yl)-7-methylquinoxalin-5-yl)ethyl)amino)benzoic acid C(#N)C1=NC2=CC(=CC(=C2N=C1N1CCC(CC1)N1CCC(CC1)(F)F)[C@@H](C)NC1=C(C(=O)O)C=CC=C1)C